1,3-BIS(3-CHLOROPHENYL)-5-BROMO-1H-PYRAZOLE-4-CARBOXALDEHYDE ClC=1C=C(C=CC1)N1N=C(C(=C1Br)C=O)C1=CC(=CC=C1)Cl